C(C)(C)(C)N(C([O-])=O)C=1SC=2C(=NC=C(N2)C2(CC2)C#N)N1.C[NH+](C)C N,N-dimethyl-methylammonium tert-butyl-(6-(1-cyanocyclopropyl)thiazolo[4,5-b]pyrazin-2-yl)carbamate